3-(2,6-dichloropyridin-4-yl)-1-propylcyclopentane-1-carboxylic acid ClC1=NC(=CC(=C1)C1CC(CC1)(C(=O)O)CCC)Cl